1-{2-[(1R,5S,6R)-6-{[(2S)-2-amino-3-(3-chloro-4-hydroxyphenyl)propanamido]methyl}-3-azabicyclo[3.1.0]hexan-3-yl]-2-oxoethyl}-N,2,5-trimethyl-1H-pyrrole-3-carboxamide N[C@H](C(=O)NCC1[C@@H]2CN(C[C@H]12)C(CN1C(=C(C=C1C)C(=O)NC)C)=O)CC1=CC(=C(C=C1)O)Cl